ClC=1C(=C(C=CC1)C=1C(=C2N=C(N=C3C2=C(OC(C2C4CCC(CN32)N4C(=O)[O-])C)N1)SC)F)C(F)(F)F 2-(3-chloro-2-(trifluoromethyl)phenyl)-1-fluoro-5-methyl-12-(methylthio)-5a,6,7,8,9,10-hexahydro-5H-4-oxa-3,10a,11,13,14-pentaaza-6,9-methanonaphtho[1,8-ab]heptalene-14-carboxylate